2-isopropyl-6-methoxyaniline C(C)(C)C1=C(N)C(=CC=C1)OC